2-ethyl-2,5-dimethyl-caproic acid C(C)C(C(=O)O)(CCC(C)C)C